C(#N)C1=CC(=C(C=C1)C=1CCCC2=C(C1C1=CC=C(C=C1)CC1CN(C1)CCCF)C=CC=C2)C 8-(4-Cyano-2-methylphenyl)-9-(4-((1-(3-fluoropropyl)azetidin-3-yl)methyl)phenyl)-6,7-dihydro-5H-benzo[7]annulen